rac-(1R,3S)-N-methyl-3-((6-(1-methyl-1H-pyrazol-4-yl)pyrazolo[1,5-a]pyrazin-4-yl)oxy)cyclopentan-1-amine hydrochloride Cl.CN[C@H]1C[C@H](CC1)OC=1C=2N(C=C(N1)C=1C=NN(C1)C)N=CC2 |r|